(3-benzoyloxy-1,1-dimethylpropyl) methyl oxalate C(C(=O)OC)(=O)OC(CCOC(C1=CC=CC=C1)=O)(C)C